C(C=C)(=O)N1CC(CCC1)C=1N=C(N2C(=NC=CC21)N)C=2C=CC(=NC2)C(=O)NC2=NC=CC(=C2)C2CC2 5-((1-acryloylpiperidin-3-yl)-5-aminoimidazo[1,5-c]pyrimidin-3-yl)-N-(4-cyclopropylpyridin-2-yl)picolinamide